Fmoc-Z-Phenylalanine C(=O)(OCC1C2=CC=CC=C2C2=CC=CC=C12)N[C@@H](CC1=CC=CC=C1)C(=O)O